CN1C(=CC2=C1N=C1N(C2=O)CCC1)C 1,2-dimethyl-1,6,7,8-tetrahydro-4H-dipyrrolo[1,2-a:2',3'-d]pyrimidin-4-one